C(#N)C1=CC=C(C=C1)NC(=O)N1CCC2(CC1)CCC(CC2)N(C=2C1=C(N=CN2)NC=C1)C N-(4-cyanophenyl)-9-(methyl-(7H-pyrrolo[2,3-d]pyrimidin-4-yl)amino)-3-azaspiro[5.5]undecane-3-carboxamide